C(C)C1=NC=2C(=NC(=CC2C)C)N1CC1=CC=C(C=C1)C1=C(SC(=C1)C1=C(C=CC=C1)C(F)(F)F)S(=O)(=O)NC(OCCCC)=O Butyl (3-(4-((2-ethyl-5,7-dimethyl-3H-imidazo[4,5-b]pyridin-3-yl)methyl)phenyl)-5-(2-(trifluoromethyl)phenyl)thiophen-2-yl)sulfonylcarbamate